6-(4-methoxypyrrolo[2,1-F][1,2,4]triazin-5-yl)-2-methyl-1-(piperidin-4-ylmethyl)-1H-imidazo[4,5-b]pyridine COC1=NC=NN2C1=C(C=C2)C=2C=C1C(=NC2)N=C(N1CC1CCNCC1)C